(+)-Dimethyl L-tartrate COC(=O)[C@@H]([C@H](C(=O)OC)O)O